methyl (S)-2-(2,6-difluoro-4-(((R)-1,1,1-trifluorobutan-2-yl)amino) benzamido)-3-(7-(4-methoxy-1,6-dimethyl-2-oxo-1,2-dihydropyridin-3-yl)-1,3-dihydroisobenzofuran-4-yl)propanoate FC1=C(C(=O)N[C@H](C(=O)OC)CC2=C3COCC3=C(C=C2)C=2C(N(C(=CC2OC)C)C)=O)C(=CC(=C1)N[C@@H](C(F)(F)F)CC)F